(6R*)-7-(tert-butoxycarbonyl)-2-(4-cyclopropoxyphenyl)-6-methyl-3-oxo-2,3,5,6,7,8-hexahydroimidazo[1,5-a]pyrazine-1-carboxylic acid C(C)(C)(C)OC(=O)N1CC=2N(C[C@H]1C)C(N(C2C(=O)O)C2=CC=C(C=C2)OC2CC2)=O |o1:12|